FC(OC1=CC(=NN1)NC1=NC(=CN=C1)O[C@H]1[C@H]([C@@H]2CC[C@H](C1)N2C)F)F N-(5-(difluoromethoxy)-1H-pyrazol-3-yl)-6-(((1S,2S,3R,5R)-2-fluoro-8-methyl-8-azabicyclo[3.2.1]octan-3-yl)oxy)pyrazin-2-amine